(s)-tetra-tert-butyl 2,2',2'',2'''-(2-(4-((7-aminoheptyl)oxy)benzyl)-1,4,7,10-tetraazacyclododecane-1,4,7,10-tetrayl)tetraacetate NCCCCCCCOC1=CC=C(C[C@@H]2N(CCN(CCN(CCN(C2)CC(=O)OC(C)(C)C)CC(=O)OC(C)(C)C)CC(=O)OC(C)(C)C)CC(=O)OC(C)(C)C)C=C1